1-(6-(4-(3,3-difluorocyclobutyl)-4H-1,2,4-triazol-3-yl)pyridin-2-yl)-3-(7-methylbenzo[d]thiazol-2-yl)urea FC1(CC(C1)N1C(=NN=C1)C1=CC=CC(=N1)NC(=O)NC=1SC2=C(N1)C=CC=C2C)F